(E)-6-(4-(1H-imidazol-1-yl)but-2-enoyl)-4-(2-(1-ethyl-3-(trifluoromethyl)-1H-pyrazol-4-yl)phenyl)-4,5,6,7-tetrahydrothieno[2,3-c]pyridine-2-carbonitrile N1(C=NC=C1)C/C=C/C(=O)N1CC2=C(C(C1)C1=C(C=CC=C1)C=1C(=NN(C1)CC)C(F)(F)F)C=C(S2)C#N